(S)-9-Isopentyl-4-isopropyl-2-methyl-1-oxa-4,9-diazaspiro[5.5]undecan-3-on C(CC(C)C)N1CCC2(CN(C([C@@H](O2)C)=O)C(C)C)CC1